[Cl-].CC1=NN(C(=C1C)C)[Ti+](C1C=CC=C1)N1N=C(C(=C1C)C)C Bis(3,4,5-trimethylpyrazolyl)cyclopentadienyl-titanium chloride